COC=1C=C(C=CC1OCC1=CC=C(C=C1)Br)C1NC2=CC=CC=C2C(N1)=O 2-[3-methoxy-4-(4-bromo-benzyloxy)-phenyl]-2,3-dihydroquinazolin-4(1H)-one